6-[(5R)-3-Bromo-4,5-dihydroisoxazol-5-yl]-3-methyl-N-[3-(trifluoromethyl)phenyl]pyridin-2-amine BrC1=NO[C@H](C1)C1=CC=C(C(=N1)NC1=CC(=CC=C1)C(F)(F)F)C